ClC=1C=C2C(C[C@@H](OC2=CC1)C(=O)O)=O |r| racemic-6-chloro-4-oxochroman-2-carboxylic acid